(R)-3-fluoro-5-(((21,21,21-trifluoro-1-(trityloxy)henicosan-2-yl)oxy)methyl)benzonitrile FC=1C=C(C#N)C=C(C1)CO[C@@H](COC(C1=CC=CC=C1)(C1=CC=CC=C1)C1=CC=CC=C1)CCCCCCCCCCCCCCCCCCC(F)(F)F